tert-butyl (2-(2-(2-(2-(1-acryloylazetidin-3-yl)-6-(3-hydroxynaphthalen-1-yl)-4-oxoquinazolin-3(4H)-yl)ethoxy)ethoxy)-ethyl)carbamate C(C=C)(=O)N1CC(C1)C1=NC2=CC=C(C=C2C(N1CCOCCOCCNC(OC(C)(C)C)=O)=O)C1=CC(=CC2=CC=CC=C12)O